3-(2-chloro-6-methyl-4-pyridinyl)-2-(3-cyanophenyl)-N-[(1R)-2-hydroxy-1-methyl-ethyl]pyrazolo[1,5-a]pyrimidine-5-carboxamide ClC1=NC(=CC(=C1)C=1C(=NN2C1N=C(C=C2)C(=O)N[C@@H](CO)C)C2=CC(=CC=C2)C#N)C